methyl (S)-3-((2S,4R)-4-hydroxypyrrolidine-2-carboxamido)-3-(4-(4-methylthiazol-5-yl)phenyl)propanoate O[C@@H]1C[C@H](NC1)C(=O)N[C@@H](CC(=O)OC)C1=CC=C(C=C1)C1=C(N=CS1)C